N-[(1R,3S)-3-{[6-chloro-2-(trifluoromethyl)quinolin-4-yl]amino}cyclohexyl]-3-(trifluoromethanesulfonamido)benzamide ClC=1C=C2C(=CC(=NC2=CC1)C(F)(F)F)N[C@@H]1C[C@@H](CCC1)NC(C1=CC(=CC=C1)NS(=O)(=O)C(F)(F)F)=O